1-(2-(4-(2,2-difluorobenzo[d][1,3]dioxol-5-yl)-1H-imidazol-2-yl)piperidin-1-yl)-2-(methyl-thio)propan-1-one FC1(OC2=C(O1)C=CC(=C2)C=2N=C(NC2)C2N(CCCC2)C(C(C)SC)=O)F